(1R,2R)-N-[7-chloro-6-[4-((3S,4S)-4-hydroxy-3-methyl-tetrahydrofuran-3-yl)piperazin-1-yl]-3-isoquinolyl]-2-(2-thienyl)cyclopropanecarboxamide ClC1=C(C=C2C=C(N=CC2=C1)NC(=O)[C@H]1[C@@H](C1)C=1SC=CC1)N1CCN(CC1)[C@]1(COC[C@H]1O)C